3-[(2-methoxy-6-methyl-4-pyridyl)amino]-5-(methylamino)-6-(3-methylimidazo[4,5-c]pyridin-7-yl)pyrazine-2-carboxylic acid COC1=NC(=CC(=C1)NC=1C(=NC(=C(N1)NC)C=1C2=C(C=NC1)N(C=N2)C)C(=O)O)C